Cyclopropylmethyl (2R)-2-amino-3-(pyridine-3-yl)propanoate N[C@@H](C(=O)OCC1CC1)CC=1C=NC=CC1